C(C=C)(=O)OC1OC(OCC1)(C)CC (2-ethyl-2-methyl-1,3-dioxan-4-yl) acrylate